5-cyano-2-((1-(3,6-dimethyl-2-morpholino-4-oxo-3,4-dihydroquinazolin-8-yl)ethyl)amino)benzoic acid C(#N)C=1C=CC(=C(C(=O)O)C1)NC(C)C=1C=C(C=C2C(N(C(=NC12)N1CCOCC1)C)=O)C